(2E)-4,4,4-trifluoro-N-[2-(quinazolin-7-yl)pyridin-4-yl]but-2-enamide FC(/C=C/C(=O)NC1=CC(=NC=C1)C1=CC=C2C=NC=NC2=C1)(F)F